(2R)-1-({2-[(S)-amino(4-methylcyclohexyl)methyl]-4-fluoro-1H-benzimidazol-5-yl}methyl)pyrrolidine-2-carboxylic acid methyl ester COC(=O)[C@@H]1N(CCC1)CC1=C(C2=C(NC(=N2)[C@H](C2CCC(CC2)C)N)C=C1)F